2-[[1-(7H-purin-6-yl)piperidin-4-yl]methyl]-6-(1,2,4-triazol-1-yl)pyridazin-3-one N1=CN=C2N=CNC2=C1N1CCC(CC1)CN1N=C(C=CC1=O)N1N=CN=C1